C(CCCCCCCCCCCC=CCCCCCCCC)(=O)OCCCCCCCCCCCCCCCCCCCC arachidyl docos-13-enoate